C1(=CCC(CC1)C(C)C)C p-menth-1-en